C1(CCCC1)CCN1C(=NC2=C1C=CC=C2)NC2=CC=C(C(=O)NO)C=C2 4-((1-(2-Cyclopentylethyl)-1H-benzo[d]imidazol-2-yl)amino)-N-hydroxybenzoamide